(3,4-epoxy-cyclohexyl)ethyltrimethoxysilane C1(CC2C(CC1)O2)CC[Si](OC)(OC)OC